2-cyano-3,3-diphenylpropenoic acid-2-ethylhexyl ester C(C)C(COC(C(=C(C1=CC=CC=C1)C1=CC=CC=C1)C#N)=O)CCCC